C(CC)CC(C(=O)O)=C(CCN)CCC.C(C1CO1)(=O)O acrylic acid oxide dipropyl-aminoethyl-methacrylate